C(N)(=O)NC(C(C)OCCCCCCCCCCCCCCCCCC)OCCCCCCCCCCCCCCCCCC carbamoyl-1,2-distearyloxy-propylamin